ClC1=C(C=C(CNC(=O)C2CCN(CC2)C(=O)OC(C)(C)C)C=C1)C(NC1=C2C=NN(C2=CC=C1)C1=CC=C(C=C1)C(F)(F)F)=O tert-Butyl 4-{[4-chloro-3-({1-[4-(trifluoromethyl)phenyl]-1H-indazol-4-yl}carbamoyl)benzyl] carbamoyl}piperidine-1-carboxylate